C1(CCCCC1)C(=O)[O-] cyclohexane-formate